(2-(cyclopropylmethoxy)phenyl)methylamine C1(CC1)COC1=C(C=CC=C1)CN